4-phenoxyphenylboronic acid O(C1=CC=CC=C1)C1=CC=C(C=C1)B(O)O